C(C)(C)(C)P(C1=C(C(=CC=C1OC)OC)C1=C(C=C(C=C1C(C)C)C(C)C)C(C)C)C(C)(C)C 2-(di-tert-butylphosphino)-2',4',6'-triisopropyl-3,6-dimethoxybiphenyl